CN(C1=CC(=C(C(=O)C(=O)C(C2=C(C=C(C=C2)N(C)C)C)=O)C=C1)C)C p-dimethylamino-2-methylbenzoyl ketone